O-((6aS,8R,9R,9aS)-8-(2-(isobutylamino)-6-oxo-1,6-dihydro-9H-purin-9-yl)-2,2,4,4-tetraisopropyltetrahydro-6H-furo[3,2-f][1,3,5,2,4]trioxadisilocin-9-yl) O-(p-tolyl) carbonothioate C(O[C@H]1[C@@H](O[C@@H]2[C@@H]1O[Si](O[Si](OC2)(C(C)C)C(C)C)(C(C)C)C(C)C)N2C=1N=C(NC(C1N=C2)=O)NCC(C)C)(OC2=CC=C(C=C2)C)=S